3-(3-Chloro-2-fluoro-phenoxy)-6-methyl-pyridazine-4-carboxylic acid ClC=1C(=C(OC=2N=NC(=CC2C(=O)O)C)C=CC1)F